C(=O)(O)C[N+](C)(C)CCCCCCCCCCCC N-carboxymethyl-N,N-dimethyl-dodecyl-ammonium